2-(2,6-dioxopiperidin-3-yl)-5-(2,8-diazaspiro[4.5]decan-8-yl)isoindoline-1,3-Dione O=C1NC(CCC1N1C(C2=CC=C(C=C2C1=O)N1CCC2(CCNC2)CC1)=O)=O